1-oxyl-2,2,6,6-tetramethyl-4-acetamidopiperidine ON1C(CC(CC1(C)C)NC(C)=O)(C)C